C(CCCCC(C)C)N(C(\C=C\C(=O)O)=O)CCCCCC(C)C N,N-di-isooctyl-fumaric acid amide